dicarboxyl-chlorophenyl-porphin C(=O)(O)N1C=2C=CC1=CC=1C=CC(=CC3=C(C(=C(N3C(=O)O)C=C3C=CC(C2)=N3)C3=CC=CC=C3)Cl)N1